5-(2-(3,3-difluoroazetidin-1-yl)-2-oxoethyl)-3-(4-fluoro-3-(trifluoromethyl)phenyl)-1H-pyrrolo[3,2-c]pyridin-4(5H)-one FC1(CN(C1)C(CN1C(C2=C(C=C1)NC=C2C2=CC(=C(C=C2)F)C(F)(F)F)=O)=O)F